CC1(OC2=CC(=CC(=C2C2C1CCC(=C2)C)OC(CCO)=C)CCC)C 3-[(6,6,9-Trimethyl-3-propyl-6a,7,8,10a-tetrahydrobenzo[c]chromen-1-yl)oxy]but-3-en-1-ol